hexahydro-2H-pyrido[2,1-a]isoquinolin-2-one C1C(CCN2C1=C1C=CC=CC1CC2)=O